BrC=1C=C(C(=NC1)[N+](=O)[O-])N[C@@H]([C@@H](C(=O)OC)NC(=O)OC(C)(C)C)C (2S,3R)-Methyl 3-((5-bromo-2-nitropyridin-3-yl)amino)-2-((tert-butoxycarbonyl)amino)butanoate